3-[6-[[2-(3-methyl-1-piperidyl)-2-oxo-ethyl]amino]-1-oxo-isoindolin-2-yl]piperidine-2,6-dione CC1CN(CCC1)C(CNC1=CC=C2CN(C(C2=C1)=O)C1C(NC(CC1)=O)=O)=O